1-((trans)-4-methoxycyclohexyl)-3,4-dihydro-pyrazino[2,3-b]pyrazin-2(1H)-one CO[C@@H]1CC[C@H](CC1)N1C(CNC=2C1=NC=CN2)=O